CC(C(=O)O)(C)OC1=CC=C(C=C1)CN1N=CN(C1=O)C1=CC=C(C=C1)OC(F)(F)F 2-Methyl-2-(4-((5-oxo-4-(4-(trifluoromethoxy)phenyl)-4,5-dihydro-1H-1,2,4-triazol-1-yl)methyl)phenoxy)propionic acid